10H-indeno[3,2-g]quinoline N1=CC=CC2=CC3=C(C=C12)CC1=CC=CC=C13